O1CCC(CC1)S(=O)(=O)N1CCC2(C[C@@H](OC2=O)CCN2CCN(CC2)C2=CC=C(C=C2)C)CC1 (R)-8-((tetrahydro-2H-pyran-4-yl)sulfonyl)-3-(2-(4-(p-tolyl)piperazin-1-yl)ethyl)-2-oxa-8-azaspiro[4.5]decan-1-one